ClC=1C(=C(C=CC1)C(C(C)C)O)F 1-(3-chloro-2-fluoro-phenyl)-2-methyl-propan-1-ol